4-(4,6-dichloro-1,3,5-triazin-2-yl)benzonitrile ClC1=NC(=NC(=N1)Cl)C1=CC=C(C#N)C=C1